Cl.NC1C(N(C(C1)C)C1=C(C(=C(C=C1)C1=C(C=CC=C1)P(=O)(C)C)F)F)=O 3-amino-1-(2'-(dimethylphosphoryl)-2,3-difluoro-[1,1'-biphenyl]-4-yl)-5-methylpyrrolidin-2-one hydrochloride